FC1=C(C=CC(=C1)S(=O)(=O)Cl)C1=CC=CC=C1O fluoro-6'-hydroxy-[1,1'-Biphenyl]-4-sulfonyl chloride